[Fe].[Na] sodium iron